C1(CC1)C1=NC2=C(N1)C=C(C(=C2)I)F 2-cyclopropyl-6-fluoro-5-iodo-1H-benzo[d]imidazole